4-(difluoromethoxy)-3-[(5-fluoropyridin-3-yl)ethynyl]benzoic acid FC(OC1=C(C=C(C(=O)O)C=C1)C#CC=1C=NC=C(C1)F)F